NCCCCCCN 6-aminohexylamine